3-methyl-thiophene formate C(=O)O.CC1=CSC=C1